ClC1=C(C(=C(C=C1OC)OC)Cl)C1=CC2=C(N=C(N=C2)N[C@H]2[C@H](COC2)NC(C=C)=O)C(=N1)NC1COC1 N-((3R,4S)-4-((6-(2,6-dichloro-3,5-dimethoxyphenyl)-8-(oxetan-3-ylamino)pyrido[3,4-d]pyrimidin-2-yl)amino)tetrahydrofuran-3-yl)acrylamide